COC(C)(OC=1C=C(C=C)C=CC1)C m-(1-methoxy-1-methylethoxy)styrene